FC=1C=CC2=C(NC(=NS2(=O)=O)NCC2=CC(=CC=C2)OC)C1C(C)C1=C(C=CC=C1)F 6-fluoro-5-(1-(2-fluorophenyl)ethyl)-3-((3-methoxybenzyl)amino)-4H-benzo[e][1,2,4]thiadiazine 1,1-dioxide